17-allyl-4,5a-epoxy-3,14-dihydroxymorphinan-6-one C(C=C)N1[C@H]2[C@@]3(CCC([C@H]4[C@@]3(C=3C(=C(C=CC3C2)O)O4)CC1)=O)O